1-amino-2-methyl-1-(4-((1-methylcyclopentyl-2,2,3,3,4,4,5,5-d8)methoxy)phenyl)propan-2-ol NC(C(C)(O)C)C1=CC=C(C=C1)OCC1(C(C(C(C1([2H])[2H])([2H])[2H])([2H])[2H])([2H])[2H])C